C(C=C)(=O)N1CCN(CC1)C1=CC(=NC=2CN(CCC12)C1=CC=CC2=CC=CC(=C12)C)C(=O)NC1(CC1)CN(CC)CC 4-(4-acryloylpiperazin-1-yl)-N-(1-((diethylamino)methyl)cyclopropyl)-7-(8-methylnaphthalen-1-yl)-5,6,7,8-tetrahydro-1,7-naphthyridine-2-carboxamide